N1-((1s,4s)-4-(5-ethynyl-2-((4-(4-methylpiperazin-1-yl)phenyl)amino)-7-oxopyrido[2,3-d]pyrimidin-8(7H)-yl)cyclohexyl)-N3,N3-dimethylmalonamide C(#C)C1=CC(N(C=2N=C(N=CC21)NC2=CC=C(C=C2)N2CCN(CC2)C)C2CCC(CC2)NC(CC(=O)N(C)C)=O)=O